FC1=CC=C(C=C1)C=1N=CN(C1C=1C=C2C=C(C=NC2=CC1)N1CC(OCC1)C)C(C)C 4-(6-(4-(4-fluorophenyl)-1-isopropyl-1H-imidazol-5-yl)quinolin-3-yl)-2-methylmorpholine